(3R)-N'-acetyl-4-amino-7-fluoro-N',3-dimethyl-N-[[5-(trifluoromethyl)-2-pyridyl]methyl]-1,3-dihydrofuro[3,4-c]quinoline-8-carbohydrazide C(C)(=O)N(N(C(=O)C1=CC=2C3=C(C(=NC2C=C1F)N)[C@H](OC3)C)CC3=NC=C(C=C3)C(F)(F)F)C